2-chloro-9-isopropyl-N-{[2-(quinolin-4-yl)phenyl]methyl}purin-6-amine ClC1=NC(=C2N=CN(C2=N1)C(C)C)NCC1=C(C=CC=C1)C1=CC=NC2=CC=CC=C12